7-bromo-3-cyclopropyl-5-(trifluoromethyl)-1,2-benzothiazole BrC1=CC(=CC=2C(=NSC21)C2CC2)C(F)(F)F